C(CCCCC(=O)OCC1CC2C(CC1)O2)(=O)OCC2CC1C(CC2)O1 bis-(3,4-epoxy-cyclohexylmethyl) adipate